S1C=C(C2=C1C=CC=C2)C[C@@H](N)C(=O)O β-(3-benzothienyl)-D-alanine